FC1=CC=C(C=C2C(N(C(S2)=NN=C2C(NC3=CC=C(C=C23)F)=O)C2=CC(=CC=C2)C(C)C)=O)C=C1 3-(2-(5-(4-fluorobenzylidene)-3-(3-isopropylphenyl)-4-oxothiazolidin-2-ylidene)hydrazono)-5-fluoroindol-2-one